methyl 2-amino-4-fluoro-3-methyl-benzoate NC1=C(C(=O)OC)C=CC(=C1C)F